2-amino-5-(3-fluorophenyl)-4-oxo-4,5-dihydrofuran-3-yl-5-d phenylmethanesulfonate C1(=CC=CC=C1)CS(=O)(=O)OC1=C(OC(C1=O)([2H])C1=CC(=CC=C1)F)N